3-epoxydecanal C1C(C(CCCCCCC)=O)O1